FC=1C=CC2=C(C(OC3=CC(=CC=C23)O)=O)C1 8-fluoro-3-hydroxy-6H-benzo[c]chromen-6-one